2-[3-(1-methyl-1,7-diazaspiro[3.5]non-7-yl)-1,2,4-triazin-6-yl]-5-(1H-pyrazol-4-yl)phenol CN1CCC12CCN(CC2)C=2N=NC(=CN2)C2=C(C=C(C=C2)C=2C=NNC2)O